C1(CC1)C=1C=CC(=C(C(=O)[O-])C1)F 5-cyclopropyl-2-fluorobenzoate